O=C1N(C(C2=CC(=CC=C12)C=1N=NNC1)=O)C1=C(C(=O)O)C=CC(=C1)C=1C=NC=CC1 2-[1,3-Dioxo-5-(1H-[1,2,3]triazol-4-yl)-1,3-dihydroisoindol-2-yl]-4-pyridin-3-yl-benzoic acid